N-(2-((2S)-2-(2-((3,4-dimethoxybenzyl)amino)-1-hydroxy-2-oxoethyl)-4,4-difluoropyrrolidin-1-yl)-2-oxoethyl)-8-(4-morpholinobutanamido)quinoline-4-carboxamide COC=1C=C(CNC(C(O)[C@H]2N(CC(C2)(F)F)C(CNC(=O)C2=CC=NC3=C(C=CC=C23)NC(CCCN2CCOCC2)=O)=O)=O)C=CC1OC